(R)-N-(5-((6-(3-(4-fluoro-3-(3-(trifluoromethyl)phenoxy)phenyl)isoxazolidin-2-yl)pyrimidin-4-yl)amino)-4-methoxy-2-(4-methylpiperazin-1-yl)phenyl)acrylamide FC1=C(C=C(C=C1)[C@@H]1N(OCC1)C1=CC(=NC=N1)NC=1C(=CC(=C(C1)NC(C=C)=O)N1CCN(CC1)C)OC)OC1=CC(=CC=C1)C(F)(F)F